diethyl (4-(trifluoromethyl)benzyl)phosphonate FC(C1=CC=C(CP(OCC)(OCC)=O)C=C1)(F)F